4'-amino-5'-(2-amino-1,3-benzoxazol-5-yl)spiro[azetidine-3,7'-pyrrolo[3,2-d]pyrimidine]-6'-one NC=1C2=C(N=CN1)C1(C(N2C=2C=CC3=C(N=C(O3)N)C2)=O)CNC1